propylene oxide fluorine [F].C1C(C)O1